C(OC1=C(C=C(C=C1)[N+](=O)[O-])CC1=CC=C(C=C1)N)([O-])=O 4-aminobenzyl-4-nitrophenyl carbonate